4-fluoro-1-(1-(hydroxymethyl)cyclopropyl)-N,N-bis(4-methoxy-benzyl)-1H-pyrazole-3-sulfonamide FC=1C(=NN(C1)C1(CC1)CO)S(=O)(=O)N(CC1=CC=C(C=C1)OC)CC1=CC=C(C=C1)OC